ClC1=NC=2C=CC(=CC2C2=C1N=CN2CC2=CC(=CC=C2)CN2CCCC2)C 4-chloro-8-methyl-1-(3-(pyrrolidin-1-ylmethyl)benzyl)-1H-imidazo[4,5-c]quinoline